(E)-3-((2,6-Dichloro-4-fluorophenyl)amino)-1-(2,4,5-trichloropyridin-3-yl)but-2-en-1-one ClC1=C(C(=CC(=C1)F)Cl)N/C(=C/C(=O)C=1C(=NC=C(C1Cl)Cl)Cl)/C